C(C)OC=1C=C(C=CC1OC)C(CS(=O)(=O)C)N1C(C2=CC(=CC=C2C1=O)I)=O 2-(1-(3-ethoxy-4-methoxyphenyl)-2-(methylsulfonyl)ethyl)-6-iodoisoindoline-1,3-dione